N1N=CC2=CC(=CC=C12)NC1=NC(=CC=C1C1=C(C(=O)N)C=CN=C1)C(F)(F)F (2-((1H-indazol-5-yl)amino)-6-(trifluoromethyl)pyridin-3-yl)isonicotinamide